NC(C)C1=CC(=C(C(=C1)F)C(=O)C1=C2C=CN=CC2=CC=C1)F [4-(1-Aminoethyl)-2,6-difluorophenyl]-isoquinolin-5-ylmethanone